CN1C[C@H](CC1)NC(=O)C1=NN2C(N=C(C=C2C2=CC=CC=C2)C2=CC=CC=C2)=C1 (S)-N-(1-Methylpyrrolidin-3-yl)-5,7-diphenylpyrazolo[1,5-a]pyrimidine-2-carboxamide